N-[2-(3-hydroxy-3-methylbutyl)-6-methoxypyrazolo[1,5-a]pyridin-5-yl]-1-methyl-2-oxopyridine-3-carboxamide OC(CCC1=NN2C(C=C(C(=C2)OC)NC(=O)C=2C(N(C=CC2)C)=O)=C1)(C)C